(methylcarbamoyl)quinolin CNC(=O)C1=NC2=CC=CC=C2C=C1